OC(CO)C1=NC=C(C=N1)NC(OCC1=CC=CC=C1)=O benzyl N-[2-(1,2-dihydroxyethyl)pyrimidin-5-yl]carbamate